C1(CCC=CCCC1)OCC1=CC=C(C=C1)C(NCCOCCOCCOCCOCCOCCOCCOCCOCCOCCOCCOCCOCCC(=O)ON1C(CCC1=O)=O)=O 2,5-Dioxopyrrolidin-1-yl 1-(4-((cyclooct-4-en-1-yloxy)methyl)phenyl)-1-oxo-5,8,11,14,17,20,23,26,29,32,35,38-dodecaoxa-2-azahentetracontan-41-oate